CN1N=C2C=CC(=CC2=C1)C=1C(=C(C=CC1)O)C=1N=NC(=CC1)C1CN(C1)C (2-methyl-2H-indazol-5-yl)-2-[6-(1-methylazetidin-3-yl)pyridazin-3-yl]phenol